2-Chloro-N-(3-(cyclopropanecarboxamido)-2,4-difluorophenyl)-5-((1R,3R)-2,2-dichloro-3-(4-fluoro-3-(trifluoromethyl)phenyl)cyclopropane-1-carboxamido)benzamide ClC1=C(C(=O)NC2=C(C(=C(C=C2)F)NC(=O)C2CC2)F)C=C(C=C1)NC(=O)[C@@H]1C([C@H]1C1=CC(=C(C=C1)F)C(F)(F)F)(Cl)Cl